CC1(C2=CC=CC=C2C2=C1C1=C(OCC=C1)C=1C=CC=CC21)C 13,13-dimethyl-3H,13H-indeno[2',3':3,4]naphtho[1,2-b]pyran